(1S,5S)-6-benzyl-3,6-diazabicyclo[3.2.2]nonane-3-carboxylic acid tert-butyl ester C(C)(C)(C)OC(=O)N1C[C@@H]2CN([C@H](C1)CC2)CC2=CC=CC=C2